(1S,2R)-2-((S)-5-Chloro-8-((5-methylisothiazol-3-yl)methoxy)-1-((2-oxopyrrolidin-1-yl)methyl)-1,2,3,4-tetrahydro-isoquinoline-2-carbonyl)cyclohexane-1-carboxylic acid ClC1=C2CCN([C@@H](C2=C(C=C1)OCC1=NSC(=C1)C)CN1C(CCC1)=O)C(=O)[C@H]1[C@H](CCCC1)C(=O)O